3-(2-(dimethylamino)-3,3,3-trifluoropropyl)-1-ethyl-1-((R)-1-(3-(8-methoxyimidazo[1,2-a]pyridin-6-yl)phenyl)ethyl)urea CN(C(CNC(N([C@H](C)C1=CC(=CC=C1)C=1C=C(C=2N(C1)C=CN2)OC)CC)=O)C(F)(F)F)C